ClC1=CC(=C(C=C1)CC(F)(F)F)F 1-(4-chloro-2-fluorophenyl)-2,2,2-trifluoroethane